(R)-2-((2-methoxy-4-(1-(oxetan-3-yl)-4-oxido-1,4-azaphosphinan-4-yl)phenyl)amino)-4-((tetrahydrofuran-3-yl)amino)-7H-pyrrolo[2,3-d]pyrimidine-5-carbonitrile COC1=C(C=CC(=C1)P1(CCN(CC1)C1COC1)=O)NC=1N=C(C2=C(N1)NC=C2C#N)N[C@H]2COCC2